F[C@H]1CC(C2CC[C@]3(OC(C[C@@H]3[C@]2(C1)C)=O)C)(C)C (3aR,8S,9aS,9bR)-8-fluoro-3a,6,6,9a-tetramethyldecahydronaphtho[2,1-b]furan-2(1H)-one